[Pd](Cl)Cl.COC1=C(C=CC=C1)P(C1=C(C=CC=C1)OC)C1=C(C=CC=C1)OC.COC1=C(C=CC=C1)P(C1=C(C=CC=C1)OC)C1=C(C=CC=C1)OC bis(tris(2-methoxyphenyl)phosphine) palladium dichloride